C(#N)C=1C(=C(C=CC1)[C@@H](C)N(C(O)=O)C(C)(C)C)C.NC1=CC=C(CN2C(=NC3=C2C=CC=C3)C3=NNC(=C3)NC(C3=CC=C(C=C3)NC3CCN(CC3)C)=O)C=C1 N-(3-(1-(4-aminobenzyl)-1H-benzo[d]imidazol-2-yl)-1H-pyrazol-5-yl)-4-((1-methylpiperidin-4-yl)amino)benzamide (R)-(1-(3-cyano-2-methylphenyl)ethyl)tert-butylcarbamate